[N+](=O)([O-])C=1C(=C2C(=NC1)N(C=C2C(=C)C)S(=O)(=O)C2=CC=C(C)C=C2)OCCC 5-nitro-3-(prop-1-en-2-yl)-4-propoxy-1-tosyl-1H-pyrrolo[2,3-b]pyridine